CC1(O[C@H]([C@@H](O1)C(=O)OCC)C=1SC(=CC1)Cl)C (4R,5R)-ethyl 2,2-dimethyl-5-(5-chlorothien-2-yl)-1,3-dioxolan-4-carboxylate